allyl isoamyloxyacetate (allyl amyl glycolate) C(C=C)CCCCCC(C(=O)O)O.C(CC(C)C)OCC(=O)OCC=C